5-(4-Cyanothiophen-3-yl)-N-(1-cyclopropyl-2,2,2-trifluoroethyl)-7-methylpyrazolo[1,5-a]Pyrimidine C(#N)C=1C(=CSC1)C1=NC=2N(C(=C1)C)N(CC2)C(C(F)(F)F)C2CC2